4-[ethyl(methyl)phosphoryl]-N-{2-fluoro-4-[2-(trimethylsilyl)ethynyl]phenyl}pyridin-3-amine C(C)P(=O)(C)C1=C(C=NC=C1)NC1=C(C=C(C=C1)C#C[Si](C)(C)C)F